N1C(CNCC1)C(C#N)([2H])[2H] 2-(piperazin-2-yl)acetonitrile-d2